(2E)-1-(2,4-Dihydroxy-phenyl)-3-(3,4-dimethoxyphenyl)-2-propen-1-one OC1=C(C=CC(=C1)O)C(\C=C\C1=CC(=C(C=C1)OC)OC)=O